(1R,3r)-3-((R)-1'-(7-(((R)-1-(4-chloro-2-methylphenyl)ethyl)amino)pyrazolo[1,5-a]pyrimidin-5-yl)-[3,4'-bipiperidin]-1-yl)-1-methylcyclobutane-1-carboxylic acid ClC1=CC(=C(C=C1)[C@@H](C)NC1=CC(=NC=2N1N=CC2)N2CCC(CC2)[C@@H]2CN(CCC2)C2CC(C2)(C(=O)O)C)C